O=C[C@@H](O)[C@@H](O)[C@@H](O)[C@@H](O)CO L-Allose